FC(C=1C=CC=2N(N1)C(=CN2)C2=CC(=NC=C2)N2CC(OC(C2)C)CNS(=O)(=O)C)F N-((4-(4-(6-(Difluoromethyl)imidazo[1,2-b]pyridazin-3-yl)pyridin-2-yl)-6-methylmorpholin-2-yl)methyl)methanesulfonamide